ClCCC1=C(C=CN1)SC 5-(2-chloroethyl)-4-methylthioazole